N1[C@@H](C1)C(=O)OCC1=CC=CC=C1 benzyl (S)-aziridine-2-carboxylate